C1(CC1)C1=C(C(=NO1)C1=C(C=CC=C1Cl)Cl)COC1=CC=C2C(=N1)C=C(C1=C(O2)C=C(C=C1)C(=O)O)F 2-((5-cyclopropyl-3-(2,6-dichlorophenyl)isoxazol-4-yl)methoxy)-10-fluorobenzo[6,7]oxepino[3,2-b]pyridine-7-carboxylic acid